Cl.NC1CCCCC2=C1C(=CC(=C2C)F)NC(C)=O N-(5-amino-2-fluoro-1-methyl-6,7,8,9-tetrahydro-5H-benzo[7]annulen-4-yl)acetamide hydrochloric acid salt